S1C=C(C=C1)C(=O)NC=1C=C2C(=CNC2=CC1)C1CC2CCCCN2CC1 5-(3-thienoyl)amino-3-(octahydro-2H-quinolizin-2-yl)-1H-indole